trans-4-((4-(2-Ethyloxazol-4-yl)pyridin-2-yl)((trans-4-(4-methoxy-3-methylphenyl) cyclohexyl)methyl) carbamoyl)cyclohexyl 3-hydroxyazetidine-1-carboxylate OC1CN(C1)C(=O)O[C@@H]1CC[C@H](CC1)C(N(C[C@@H]1CC[C@H](CC1)C1=CC(=C(C=C1)OC)C)C1=NC=CC(=C1)C=1N=C(OC1)CC)=O